Dodecyl ((((2R,3S,5R)-5-(6-amino-2-fluoro-9H-purin-9-yl)-2-ethynyl-3-hydroxytetrahydrofuran-2-yl)methoxy)(2-(dodecyl-oxy)-2-oxoethoxy)phosphoryl)-L-phenylalaninate NC1=C2N=CN(C2=NC(=N1)F)[C@H]1C[C@@H]([C@@](O1)(C#C)COP(=O)(OCC(=O)OCCCCCCCCCCCC)N[C@@H](CC1=CC=CC=C1)C(=O)OCCCCCCCCCCCC)O